Cl.FC=1C=C(C=CC1N1CCN(CC1)C)NC=1N=C(C2=C(N1)NC=C2)OC=2C=C(C=CC2)NC(C=C)=O N-(3-(2-(3-fluoro-4-(4-methylpiperazin-1-yl)phenylamino)-7H-pyrrolo[2,3-d]pyrimidin-4-yloxy)phenyl)acrylamide hydrochloride salt